[4-(difluoromethyl)benzenesulfonyl]-1',2'-dihydrospiro[piperidine-4,3'-pyrrolo[2,3-c]pyridine]-1-carboxylic acid benzyl ester C(C1=CC=CC=C1)OC(=O)N1CCC2(CN(C3=CN=CC=C32)S(=O)(=O)C3=CC=C(C=C3)C(F)F)CC1